N1(N=NC=C1)C[C@@H](C)C=1C(=NC=CN1)C(=O)N (2R)-(1-(1H-1,2,3-triazol-1-yl)propan-2-yl)pyrazine-2-carboxamide